CC=1N=C2N(N=C(C=C2)C=2OC3=C(C=C(C=C3C(C2)=O)C(F)(F)F)C(C)NC2=C(C(=O)OC(C)(C)C)C=CC=C2)C1 tert-Butyl 2-[1-[2-(2-methylimidazo[1,2-b]pyridazin-6-yl)-4-oxo-6-(trifluoromethyl)chromen-8-yl]ethylamino]benzoate